1-(trifluoromethoxy)butan-2-amine hydrochloride Cl.FC(OCC(CC)N)(F)F